phosphorus compound with hydroxybenzaldehyde OC1=C(C=O)C=CC=C1.[P]